CC(CC)C(CCCC1=C(SC=C1)C1=CC2=C(C3=C(C4=NSN=C42)C=C(S3)C=3SC=CC3CCCC(CCCC)C(C)CC)S1)CCCC 5,8-bis(4-(2-butyl)octylthiophen-2-yl)dithieno[3',2':3,4;2'',3'':5,6]Benzo[1,2-c][1,2,5]Thiadiazole